nonyl 8-((7,7-bis(octyloxy)heptyl)(2-hydroxy ethyl)amino)octanoate C(CCCCCCC)OC(CCCCCCN(CCCCCCCC(=O)OCCCCCCCCC)CCO)OCCCCCCCC